vinyl acetate vinyl-4-hydroxyl-phthalate C(=C)OC(C=1C(C(=O)O)=CC(=CC1)O)=O.C(C)(=O)OC=C